tert-butyl N-[2-[2-[2-[2-[[5-[1-[(2-cyano-3-pyridyl)methyl]-2,2-dimethyl-3-oxo-pyrrolo[2,3-b]pyridin-6-yl]pyrimidin-2-yl]amino]ethoxy]ethoxy]ethoxy]ethyl]carbamate C(#N)C1=NC=CC=C1CN1C(C(C=2C1=NC(=CC2)C=2C=NC(=NC2)NCCOCCOCCOCCNC(OC(C)(C)C)=O)=O)(C)C